2,2-bis(4-methoxyphenyl)-5-methoxyethoxycarbonyl-6-methyl-8-vinyl-2H-naphtho[1,2-b]pyran COC1=CC=C(C=C1)C1(C=CC2=C(O1)C1=CC=C(C=C1C(=C2C(=O)OCCOC)C)C=C)C2=CC=C(C=C2)OC